ClC1=CC=C(C=C1)N\C(\C1=CC=CC=C1)=N\OC(C1=CC=C(C=C1)C(F)(F)F)=O (E)-N-(4-chlorophenyl)-N'-((4-(trifluoromethyl)benzoyl)oxy)benzimidamide